C(CCC)[Si](C)(C)C1=CC(=CC(=C1)OC)OC butyl-(3,5-dimethoxyphenyl)dimethylsilane